N[C@H](C(=O)NC1CCN(CC1)CC)CC1=CC(=C(C=C1)OC1=C2C(=NC=C1)NC=C2C)F (S)-2-amino-N-(1-ethylpiperidin-4-yl)-3-(3-fluoro-4-((3-methyl-1H-pyrrolo[2,3-b]pyridin-4-yl)oxy)phenyl)propanamide